BrC1=C(C=CC(=C1)Cl)N=C1C(N(C2=CC=CC=C12)C(C(CC)C1=CC=CC=C1)=O)=O 3-((2-bromo-4-chlorophenyl)imino)-1-(2-phenylbutyryl)indolin-2-one